1-[4-(2-bromo-5-fluoro-phenyl)piperazin-1-yl]-2-hydroxy-ethanone BrC1=C(C=C(C=C1)F)N1CCN(CC1)C(CO)=O